CC1(CN([C@H](C[C@@H]1C1=CC=C(C=C1)OC)C)C(=O)[O-])C(=O)[O-] trans-3-Methyl-4-(4-Methoxyphenyl)-6-methylpiperidine-1,3-dicarboxylate